(S)-N-(6-(4-(1-hydroxy-prop-2-yl)-4H-1,2,4-triazol-3-yl)pyridin-2-yl)-1H-indole-3-carboxamide OC[C@H](C)N1C(=NN=C1)C1=CC=CC(=N1)NC(=O)C1=CNC2=CC=CC=C12